BrC=1C=C2C(=CC1)NC1=C2CC(NC2=C1C=CC=C2OC)=O 9-bromo-7,12-dihydro-4-methoxy-indolo[3,2-d][1]benzazepin-6(5H)-one